6-chloro-4-methoxypyridin ClC1=CC(=CC=N1)OC